BrC1=CC=C(C(=C1C(CCI)=O)F)Cl 1-(6-bromo-3-chloro-2-fluorophenyl)-3-iodopropan-1-one